FC=1C(NC(N(C1)[C@H]1C[C@@H]([C@H](O1)[C@@H](CO)O[P@@](=O)(OC1=CC=CC=C1)N[C@@H](C)C(=O)OC(C)C)O)=O)=O isopropyl ((R)-((R)-1-((2S,3S,5R)-5-(5-fluoro-2,4-dioxo-3,4-dihydropyrimidin-1(2H)-yl)-3-hydroxytetrahydrofuran-2-yl)-2-hydroxyethoxy)(phenoxy)phosphoryl)-L-alaninate